N-(4-oxo-tetrahydrofuran-3-yl)carbamic acid benzyl ester C(C1=CC=CC=C1)OC(NC1COCC1=O)=O